oxepinic acid O1C(=CC=CC=C1)C(=O)O